tert-butyl 2-[(3-bromo-5-fluoro-phenyl) methylcarbamoyl]-3-azabicyclo[2.1.1]hexane-3-carboxylate BrC=1C=C(C=C(C1)F)CNC(=O)C1C2CC(N1C(=O)OC(C)(C)C)C2